5-bromo-2-methylspiro[isoindoline-1,4'-piperidine] BrC=1C=C2CN(C3(CCNCC3)C2=CC1)C